N-(5-(4-hydroxy-1-methyl-1H-pyrazol-5-yl)pyrazolo[1,5-a]pyridin-2-yl)cyclopropanecarboxamide OC=1C=NN(C1C1=CC=2N(C=C1)N=C(C2)NC(=O)C2CC2)C